C(C)(C)(C)OC(N[C@@H](CCCNC(=O)N)C(NC=1C=C2C(OCC2=CC1)=O)=O)=O [(S)-1-(3-oxo-1,3-dihydro-isobenzofuran-5-ylcarbamoyl)-4-ureido-butyl]carbamic acid tert-butyl ester